[Si](C1=CC=CC=C1)(C1=CC=CC=C1)(C(C)(C)C)O[C@H]1C[C@H](C1)C(=O)OCC1=CC=CC=C1 cis-benzyl 3-((tert-butyldiphenylsilyl)oxy)cyclobutanecarboxylate